ClC=1C(=CC(=C(C1)N1C(C=CC2=CC(=CC=C12)S(=O)(=O)NC1=NOC=C1)=O)OC)C1CCC1 (P)-1-(5-chloro-4-cyclobutyl-2-methoxyphenyl)-N-(isoxazol-3-yl)-2-oxo-1,2-dihydroquinoline-6-sulphonamide